tert-butyl 2-[(2-bromo-4-nitro-phenoxy)methyl]piperidine-1-carboxylate BrC1=C(OCC2N(CCCC2)C(=O)OC(C)(C)C)C=CC(=C1)[N+](=O)[O-]